(2R,4S)-N-((S)-1-(((6-Amino-2-methylpyridin-3-yl)methyl)amino)-1-oxopropan-2-yl)-4-(3,5-dimethoxybenzyl)pyrrolidine-2-carboxamide Di-trifluoroacetate salt FC(C(=O)O)(F)F.FC(C(=O)O)(F)F.NC1=CC=C(C(=N1)C)CNC([C@H](C)NC(=O)[C@@H]1NC[C@H](C1)CC1=CC(=CC(=C1)OC)OC)=O